methyl (2S)-2-[[(2S)-2-[[(E)-3-(4-chloro-2-fluoro-phenyl)prop-2-enoyl]amino]-4-methyl-pentanoyl] amino]-3-[(3S)-2-oxopyrrolidin-3-yl]propanoate ClC1=CC(=C(C=C1)/C=C/C(=O)N[C@H](C(=O)N[C@H](C(=O)OC)C[C@H]1C(NCC1)=O)CC(C)C)F